ethyl bromoacetate (ethyl 3-bromopropionate) C(C)C(C(=O)O)CBr.BrCC(=O)OCC